ON1C(CCC1)=O hydroxypyrrolidin-2-one